CN(CCCN(C)C)C(CC)O N-methyl-N-(N,N-dimethylaminopropyl)-aminopropanol